4-(9-ethyl-2-(3-phenyl-1H-pyrazol-1-yl)-8-(pyridin-4-yl)-9H-purin-6-yl)morpholine C(C)N1C2=NC(=NC(=C2N=C1C1=CC=NC=C1)N1CCOCC1)N1N=C(C=C1)C1=CC=CC=C1